C(CCCCCCC=C)(=O)N1C(CCCCC1)=O 1-(non-8-enoyl)azepan-2-one